FC1=C(C=C(C(=C1)O)F)C=1SC2=C(N1)CCC(C2=O)(C)C 2-(2,5-difluoro-4-hydroxyphenyl)-6,6-dimethyl-5,6-dihydrobenzo[d]thiazol-7(4H)-one